(1S,2S)-(+)-N,N-dimethylcyclohexanediamine CN(C1(CCCCC1)N)C